C(CCCC(=O)O)(=O)O (E)-glutaric acid